NC1=C(C(=O)N[C@H](CO)C)C=C(N=C1I)Cl (S)-3-amino-6-chloro-N-(1-hydroxypropan-2-yl)-2-iodoisonicotinamide